(R)-1-[(S)-1-Phenylethyl]-2-methyl-4-piperidinone C1(=CC=CC=C1)[C@H](C)N1[C@@H](CC(CC1)=O)C